C(#N)C1=CC(=C(COC=2C=CC=3CC4N(C3C2)CCN(C4)CC4=NC2=C(N4C[C@H]4OCC4)C=C(C=C2)C(=O)O)C=C1)F 2-((7-((4-cyano-2-fluorobenzyl)oxy)-3,4,10,10a-tetrahydropyrazino[1,2-a]indol-2(1H)-yl)methyl)-1-(((S)-oxetan-2-yl)methyl)-1H-benzo[d]imidazole-6-carboxylic acid